C1(CC1)C=1SC=C(N1)[C@H](CC1=CC=C(C=C1)NS(=O)(=O)O)NC=1SC=C(N1)C1=CC=C(C=C1)F (S)-4-(2-(2-cyclopropylthiazol-4-yl)-2-(4-(4-fluorophenyl)thiazol-2-ylamino)ethyl)-phenylaminosulfonic acid